(2,3,5,6-Tetrahydro-1,4-oxazin-4-yl)methyltriethoxysilane O1CCN(CC1)C[Si](OCC)(OCC)OCC